N-(((2S,4S)-4-((R)-2-amino-3-methylbutanamido)pyrrolidin-2-yl)methyl)-6-(4-fluorophenyl)-1H-indole-2-carboxamide hydrogen chloride salt Cl.N[C@@H](C(=O)N[C@H]1C[C@H](NC1)CNC(=O)C=1NC2=CC(=CC=C2C1)C1=CC=C(C=C1)F)C(C)C